CC=1C(=CC2=C(N=CO2)C1)N 5-methylbenzo[d]oxazole-6-amine